4-(2-hydroxypropan-2-yl)-5-methyl-N'-((3-meth-yl-1,2,3,5,6,7-hexahydro-s-indacen-4-yl)carbamoyl)-furan-2-sulfonimidamide OC(C)(C)C=1C=C(OC1C)S(=O)(N)=NC(NC1=C2C(CCC2=CC=2CCCC12)C)=O